CC=1C=CC=C2C(=CNC12)CCC(=O)O 3-(7-methyl-1H-indol-3-yl)propionic acid